phosphine-sulfide [PH3]=S